((1S,2S)-2-(N-(tert-butyl)sulfamoyl)cyclopropyl)boronic acid C(C)(C)(C)NS(=O)(=O)[C@@H]1[C@H](C1)B(O)O